3-(6-bromo-1-oxo-7-(((R)-tetrahydro-2H-pyran-3-yl)oxy)isoindolin-2-yl)piperidine-2,6-dione BrC1=CC=C2CN(C(C2=C1O[C@H]1COCCC1)=O)C1C(NC(CC1)=O)=O